N-(3-(4,4-difluoropiperidin-1-yl)-1-(tetrahydro-2H-pyran-2-yl)-1H-indazol-5-yl)-4-iodo-2-(6-azaspiro[2.5]oct-6-yl)benzamide FC1(CCN(CC1)C1=NN(C2=CC=C(C=C12)NC(C1=C(C=C(C=C1)I)N1CCC2(CC2)CC1)=O)C1OCCCC1)F